3-(9-((4-(aminomethyl)-3-methylphenyl)carbamoyl)-4,5-dihydrobenzo[b]thieno[2,3-d]oxepin-8-yl)-6-(propylcarbamoyl)picolinic acid NCC1=C(C=C(C=C1)NC(=O)C1=CC2=C(OCCC3=C2SC=C3)C=C1C=1C(=NC(=CC1)C(NCCC)=O)C(=O)O)C